2-(3-(4-methoxyphenyl)-6-oxopyridazin-1(6H)-yl)-N-(2-methylbenzyl)acetamide COC1=CC=C(C=C1)C1=NN(C(C=C1)=O)CC(=O)NCC1=C(C=CC=C1)C